Cl.[C@@H]12CNC[C@H]2C1C#CC1=CC(=C(C(=C1)F)C=1C(=NC=2N(C1N[C@H](C)C(C)C)N=CN2)Cl)F 6-(4-(((1R,5S,6s)-3-azabicyclo[3.1.0]hex-6-yl)ethynyl)-2,6-difluorophenyl)-5-chloro-N-((R)-3-methylbutan-2-yl)-[1,2,4]triazolo[1,5-a]pyrimidin-7-amine hydrochloride